C[C@@H]1N(CCNC1)C=1C2=C(N=CN1)C=CN=C2 4-((S)-2-methylpiperazin-1-yl)pyrido[4,3-d]pyrimidine